1-Cyclobutyl-8-(4-methoxyphenyl)-3-methyl-7-(4-((4-(methylsulfonyl)piperidin-1-yl)methyl)phenyl)-3,6-dihydroimidazo[4,5-d]pyrrolo[2,3-b]pyridin-2(1H)-on C1(CCC1)N1C(N(C=2C1=C1C(=NC2)NC(=C1C1=CC=C(C=C1)OC)C1=CC=C(C=C1)CN1CCC(CC1)S(=O)(=O)C)C)=O